(3-(1-piperidinyl)benzyl)imidazo[4,5-b]pyridin-6-amine N1(CCCCC1)C=1C=C(CC=2N=C3C(=NC=C(C3)N)N2)C=CC1